2,3-dihydro-indolizine C=1CCN2C=CC=CC12